C(C)(C)(C)OC(=O)N1CCC(=CC1)C1=CC(=C(C=C1)C(N)=O)C1=NC=C(C=C1)OC1=CC=CC=C1 4-(4-carbamoyl-3-(5-phenoxypyridin-2-yl)phenyl)-3,6-dihydropyridine-1(2H)-carboxylic acid tert-butyl ester